OCCCC1=CN(C2=CC=CC=C12)C 3-(3-hydroxypropyl)-1-methyl-1H-indole